2-[2-(5-amino-pyridin-2-yl)-benzimidazol-1-yl]-2,N-dicyclohexyl-acetamide NC=1C=CC(=NC1)C1=NC2=C(N1C(C(=O)NC1CCCCC1)C1CCCCC1)C=CC=C2